5-(2-methoxypyridin-4-yl)-2-(5-(((1R,3S,5S)-1-methyl-8-azabicyclo[3.2.1]octan-3-yl)oxy)-1,3,4-thiadiazol-2-yl)phenol COC1=NC=CC(=C1)C=1C=CC(=C(C1)O)C=1SC(=NN1)O[C@@H]1C[C@]2(CC[C@@H](C1)N2)C